4-[fluoro(diethyl)silyl]butanenitrile F[Si](CCCC#N)(CC)CC